6-(methylamino)-1,5,6-trioxohexan CNC(C(CCCC=O)=O)=O